N-(4-((S)-3-Aminopiperidin-1-yl)-5-(1-(2,2,2-trifluoroethyl)-1H-pyrazol-4-yl)pyridin-2-yl)-1-(sec-butyl)-1H-pyrazolo[3,4-b]pyridin-6-amine N[C@@H]1CN(CCC1)C1=CC(=NC=C1C=1C=NN(C1)CC(F)(F)F)NC1=CC=C2C(=N1)N(N=C2)C(C)CC